ClC1=CC=C(C=C1)C=1N=C2N(C=CC=C2)C1CN1C2CN(C(C1)CC2)C(=O)C2=NC=CC=C2 (5-{[2-(4-Chlorophenyl)imidazo[1,2-a]pyridin-3-yl]methyl}-2,5-diazabicyclo[2.2.2]oct-2-yl)(pyridin-2-yl)methanon